C1(CC1)[C@H]1[C@@H](C1)C(=O)O (1R,2S)-2-cyclopropylcyclopropanecarboxylic acid